(-)-3-chloro-4-((3,5-difluoropyridin-2-yl)methoxy)-2'-(2-(2-hydroxypropan-2-yl)pyrimidine-4-yl)-5',6-dimethyl-2H-[1,4'-bipyridin]-2-one ClC=1C(N(C(=CC1OCC1=NC=C(C=C1F)F)C)C1=CC(=NC=C1C)C1=NC(=NC=C1)C(C)(C)O)=O